ClC=1C=CC(=C(C(=O)NCCC2=CC=C(C=C2)S(NC(NC2CCCCC2)=O)(=O)=O)C1)OC 5-chloro-N-[2-[4-(cyclohexylcarbamoylsulfamoyl)phenyl]ethyl]-2-methoxy-benzamide